CC(CCN[C@H]1CN(CCC1)C=1N=NC(=CC1)CN1N=NC(=C1)C1=C2C=NNC2=CC(=C1)OC)(C)C (3R)-N-(3,3-dimethylbutyl)-1-(6-((4-(6-methoxy-1H-indazol-4-yl)-1H-1,2,3-triazol-1-yl)methyl)pyridazin-3-yl)piperidin-3-amine